ClC=1C(N(C(=CC1OCC1=NC=C(C=C1F)F)C)C1=CC(=NC=C1C)C1=NC(=NC=C1)C(C)(C)O)=O 3-chloro-4-((3,5-difluoropyridin-2-yl)methoxy)-2'-(2-(2-hydroxypropane-2-yl)pyrimidin-4-yl)-5',6-dimethyl-2H-[1,4'-bipyridyl]-2-one